benzyl 2-(3-bromo-2-methylphenyl)-4,6-dihydro-5H-pyrrolo[3,4-d]oxazole-5-carboxylate BrC=1C(=C(C=CC1)C=1OC2=C(N1)CN(C2)C(=O)OCC2=CC=CC=C2)C